(2R,3R,4R,5R)-2-(hydroxymethyl)-5-(piperidin-1-ylmethyl)tetrahydro-2H-pyran-3,4-diol OC[C@H]1OC[C@H]([C@H]([C@H]1O)O)CN1CCCCC1